2,2',2''-(1,4,7-Triazacyclononane-1,4,7-triyl)triacetic acid N1(CCN(CCN(CC1)CC(=O)O)CC(=O)O)CC(=O)O